C(CCC)NC(C(=O)C1=NN(C(=C1C)C1=CC=C(C=C1)Cl)C1=C(C=C(C=C1)Cl)Cl)=O N-butyl-2-(5-(4-chlorophenyl)-1-(2,4-dichlorophenyl)-4-methyl-1H-pyrazol-3-yl)-2-oxoacetamide